4-chloro-N-(3-fluoro-5-(phenylethynyl)pyridin-2-yl)-1-(1-methyl-1H-indazole-5-yl)-1H-pyrazole-5-carboxamide ClC=1C=NN(C1C(=O)NC1=NC=C(C=C1F)C#CC1=CC=CC=C1)C=1C=C2C=NN(C2=CC1)C